NC=1C(=C(C(=NC1)C)C=1C=NC2=CC(=NC=C2C1)NC)C 3-(5-amino-2,4-dimethyl-3-pyridinyl)-N-methyl-1,6-naphthyridin-7-amine